(R)-6-fluoro-5-(2-(5-fluoro-2-methoxypyridin-3-yl)pyrrolin-1-yl)pyrazolo[1,5-a]pyrimidine-3-carbaldehyde FC=1C(=NC=2N(C1)N=CC2C=O)N2C(=CCC2)C=2C(=NC=C(C2)F)OC